2-(2-((5-ethyl-2-methylbenzo[d]thiazol-6-yl)(methyl)amino)ethoxy)ethan-1-ol C(C)C=1C(=CC2=C(N=C(S2)C)C1)N(CCOCCO)C